1-cyclopropyl-6-fluoro-3-((4-methoxy-3-(piperazin-1-yl)phenyl)sulfonyl)-1H-indole C1(CC1)N1C=C(C2=CC=C(C=C12)F)S(=O)(=O)C1=CC(=C(C=C1)OC)N1CCNCC1